C(#N)CCN1N=CC(=C1)NC(=O)C1=NNC2=CC=C(C=C12)OC(C)C1=C(C=NC=C1Cl)Cl N-(1-(2-cyanoethyl)-1H-pyrazol-4-yl)-5-(1-(3,5-dichloropyridin-4-yl)ethoxy)-1H-indazole-3-carboxamide